N-[3-(5-chloro-1,3-benzoxazol-2-yl)-1-bicyclo[1.1.1]pentanyl]-5-(methylsulfonimidoyl)furan-2-carboxamide ClC=1C=CC2=C(N=C(O2)C23CC(C2)(C3)NC(=O)C=3OC(=CC3)S(=O)(=N)C)C1